3-[(dimethylamino)methylidene]-1-ethyl-6-(6-oxo-1H-1,2-diazepin-3-yl)indol-2-one CN(C)C=C1C(N(C2=CC(=CC=C12)C1=NNCC(C=C1)=O)CC)=O